The molecule is a branched-chain saturated fatty acid consisting of tridecanoic acid carrying a 12-methyl group. It is a long-chain fatty acid and a branched-chain saturated fatty acid. It is a conjugate acid of an isomyristate. CC(C)CCCCCCCCCCC(=O)O